3-chloro-5-phenyl-8-oxatricyclo[7.4.0.02,7]trideca-1(9),2,4,6,10,12-hexaene ClC1=C2C=3C=CC=CC3OC2=CC(=C1)C1=CC=CC=C1